C1(CCCCC1)NCCC[Si](OC)(OC)OC N-cyclohexyl-3-aminopropyltrimethoxysilan